4'-hydroxybiphenyl-4-carboxylic acid OC1=CC=C(C=C1)C1=CC=C(C=C1)C(=O)O